N[C@H](C(=O)O)C1=COC=C1 (2S)-2-AMINO-2-(3-FURYL)ACETIC ACID